((R)-4-methyl-4,5,6,7-tetrahydro-thieno[3,2-c]pyridine-5-carbonyl)pyrazolo[1,5-a]pyrimidine C[C@H]1N(CCC2=C1C=CS2)C(=O)C2=NN1C(N=CC=C1)=C2